8-bromo-9-(difluoromethyl)-1,4,4-trimethyl-4,5-dihydro-[1,2,4]triazolo[4,3-a]quinoxaline BrC1=CC=C2NC(C=3N(C2=C1C(F)F)C(=NN3)C)(C)C